C(C1=CC=CC=C1)N(C(=O)C=1C=C2N=C(C=NC2=CC1)C=1C=C2C=CN(C(C2=CC1)=O)C)C N-benzyl-N-methyl-3-(2-methyl-1-oxo-1,2-dihydro-6-isoquinolinyl)-6-quinoxalinecarboxamide